1-(6-((5-chloro-3-fluoropyridin-2-yl)methoxy)pyridin-2-yl)piperazine trifluoroacetic acid salt FC(C(=O)O)(F)F.ClC=1C=C(C(=NC1)COC1=CC=CC(=N1)N1CCNCC1)F